C12(CC3CC(CC(C1)C3)C2)P(C(C)(C)C)C(C)(C)C 1-adamantyl-di-(tert-butyl)phosphine